C(C)(C)(C)C1=C2C=CC=NC2=C(C(=C1)C(C=1C=C(C(=O)NCCCCCCCNC2=C3C(N(C(C3=CC=C2)=O)C2C(NC(CC2)=O)=O)=O)C=CC1)NC(CCC)=O)O 3-((5-(tert-butyl)-8-hydroxyquinolin-7-yl)(butyramido)-methyl)-N-(7-((2-(2,6-dioxopiperidin-3-yl)-1,3-dioxoisoindolin-4-yl)amino)-heptyl)benzamide